Aminovalerat NC(C(=O)[O-])CCC